NC1=NC(=C(C=2N1C(N(N2)CC2=NC=C(C=N2)F)=O)C2=CC(=NC(=C2)C)C)C2=CC=CC=C2 5-amino-8-(2,6-dimethyl-4-pyridinyl)-2-[(5-fluoropyrimidin-2-yl)methyl]-7-phenyl-[1,2,4]triazolo[4,3-c]pyrimidin-3-one